1-[1-(1H-1,3-Benzodiazol-2-ylmethyl)piperidin-4-yl]-N-[(3-fluoropyridin-2-yl)methyl]-1H-pyrazole-4-carboxamide N1C(=NC2=C1C=CC=C2)CN2CCC(CC2)N2N=CC(=C2)C(=O)NCC2=NC=CC=C2F